(S)-4-(5-(3,5-dimethylisoxazol-4-yl)-1-(1-(pyridin-2-yl)ethyl)-1H-pyrrolo[2,3-b]pyridin-3-yl)-3,5-diethoxybenzoic acid CC1=NOC(=C1C=1C=C2C(=NC1)N(C=C2C2=C(C=C(C(=O)O)C=C2OCC)OCC)[C@@H](C)C2=NC=CC=C2)C